2-((2-aminoethyl)amino)-2-iminoethylphosphonic acid NCCNC(CP(O)(O)=O)=N